1-(4-((1-fluorocyclopropyl)methoxy)pyridin-2-yl)-3,3-dimethyl-N-(4-methyl-1,1-dioxidotetrahydro-2H-thiopyran-4-yl)-2-oxoindoline-5-carboxamide FC1(CC1)COC1=CC(=NC=C1)N1C(C(C2=CC(=CC=C12)C(=O)NC1(CCS(CC1)(=O)=O)C)(C)C)=O